N[C@@H](C(C)C)C(=O)OC[C@H]1O[C@@]([C@@H]([C@@H]1OC(CC1=CC=CC=C1)=O)O)(C#N)C1=CC=C2C(=NC=NN21)N ((2R,3S,4R,5R)-5-(4-aminopyrrolo[2,1-f][1,2,4]triazin-7-yl)-5-cyano-4-hydroxy-3-(2-phenylacetoxy)tetrahydrofuran-2-yl)methyl L-valinate